FC1(CN(CCC1)C(=O)[O-])F 3,3-difluoropiperidine-1-carboxylate